C(C=C)OC(C(C)O)O (allyloxy)-1,2-propanediol